8-Benzyl-2-(furan-2-ylmethyl)-3-((1-methyl-5-nitro-1H-imidazol-2-yl)methoxy)-6-phenylimidazo[1,2-a]pyrazine C(C1=CC=CC=C1)C=1C=2N(C=C(N1)C1=CC=CC=C1)C(=C(N2)CC=2OC=CC2)OCC=2N(C(=CN2)[N+](=O)[O-])C